octadecyl butylene phosphite P1(OCCCCCCCCCCCCCCCCCC)OCCCCO1